C[C@]12[C@H](CC=3C(=NN(C3C1)COCC[Si](C)(C)C)C(=O)OCC)C2 ethyl (4aS,5aR)-5a-methyl-1-((2-(trimethylsilyl)ethoxy)methyl)-1,4,4a,5,5a,6-hexahydrocyclopropa[f]indazole-3-carboxylate